ClCC(=O)NC(CO)C1=C(C=CC=C1)C(C)C 2-chloro-N-(2-hydroxy-1-(2-isopropylphenyl)ethyl)acetamide